O=C1NC(CCC1N1C(C2=CC=C(C=C2C1=O)N1CCN(CC1)CC1CCC(CC1)CN1CCN(CC1)C1=NC=NC(=C1)C1=NNC2=CC=C(C=C12)OC1(CC1)C)=O)=O 2-(2,6-dioxo-3-piperidyl)-5-[4-[[4-[[4-[6-[5-(1-methylcyclopropoxy)-1H-indazol-3-yl]pyrimidin-4-yl]piperazin-1-yl]methyl]cyclohexyl]methyl]piperazin-1-yl]isoindoline-1,3-dione